S(C)(=O)(=O)O.C(CCCCCCCCCCCCCCCCCCCCC)N[C@@H](C(C)C)C(=O)O behenyl-valine mesylate